(4R,6S)-6-tert-butyl-N-(2-((R)-9-(pyridin-2-yl)-6-oxaspiro[4.5]decan-9-yl)ethyl)-5,6-dihydro-4H-pyrrolo[1,2-b]pyrazol-4-amine C(C)(C)(C)[C@@H]1C[C@H](C=2N1N=CC2)NCC[C@]2(CCOC1(CCCC1)C2)C2=NC=CC=C2